BrC=1C=CC(=NC1)\C=N\NS(=O)(=O)C1=CC=C(C=C1)C N-[(E)-(5-bromo-2-pyridyl)methyleneamino]-4-methyl-benzenesulfonamide